Cl.ClC=1C=C(C=CC1)NC1N(C(=NC(=N1)N)N1CCCC1)C1=CC=C(C=C1)C N-(3-Chlorophenyl)-6-pyrrolidin-1-yl-N1-p-tolyl-[1,3,5]triazine-2,4-diamine hydrochloride